ClC=1C(=CC(=C(C1)NC1=NC=NC2=CC(=C(C=C12)N)OCCN1CCN(CC1)C)F)OCC1=CC(=CC=C1)F N4-(5-chloro-2-fluoro-4-((3-fluorobenzyl)oxy)phenyl)-7-(2-(4-methylpiperazin-1-yl)ethoxy)quinazoline-4,6-diamine